(S)-2-(1-(4-(5-(5-amino-5,7-dihydrospiro[cyclopenta[c]pyridine-6,4'-piperidine]-1'-yl)-6-(hydroxymethyl)pyrazin-2-ylsulfanyl)-3-chloropyridin-2-yl)azetidin-3-yl)propan-2-ol N[C@@H]1C2=C(C=NC=C2)CC12CCN(CC2)C=2N=CC(=NC2CO)SC2=C(C(=NC=C2)N2CC(C2)C(C)(C)O)Cl